NC=1C(=C(C(=O)C2=CC=C(C=C2)Cl)C=CC1Cl)N diamino-4,4'-dichlorobenzophenone